2-amino-N-(4-hydroxybicyclo[2.2.2]oct-1-yl)-5-(4-(3-(tetrahydro-2H-pyran-4-yl)-3-aza-bicyclo[3.1.0]hex-1-yl)phenyl)nicotinamide NC1=C(C(=O)NC23CCC(CC2)(CC3)O)C=C(C=N1)C1=CC=C(C=C1)C13CN(CC3C1)C1CCOCC1